N-((8-bromo-1,2,3,5,6,7-hexahydro-s-indacen-4-yl)carbamoyl)-4-hydroxy-4-methyl-5,6,7,8-tetrahydro-4H-cyclohepta[b]furan-2-sulfonamide BrC=1C=2CCCC2C(=C2CCCC12)NC(=O)NS(=O)(=O)C1=CC2=C(O1)CCCCC2(C)O